8-fluoro-7-(7-methoxyquinolin-4-yl)-3,4-dihydroisoquinoline FC=1C(=CC=C2CCN=CC12)C1=CC=NC2=CC(=CC=C12)OC